3-(2,6-dioxopiperidin-3-yl)-1-methyl-6-(piperidin-4-yl)-1H-indazol-7-yl sulfurofluoridate S(OC=1C(=CC=C2C(=NN(C12)C)C1C(NC(CC1)=O)=O)C1CCNCC1)(=O)(=O)F